C(CCCCC)OC(C)=O n-Hexylacetat